ClC=1C=C(C=CC1C1CC1)C=1C=C2CCC(C2=CC1)=O 5-(3-chloro-4-cyclopropylphenyl)-2,3-dihydro-1H-inden-1-one